(6-((1,3-Dimethyl-1H-pyrrolo[2,3-b]pyridin-6-yl)methyl)-2-azaspiro[3.3]heptan-2-yl)((1s,3s)-3-hydroxy-3-methylcyclobutyl)methanon CN1C=C(C=2C1=NC(=CC2)CC2CC1(CN(C1)C(=O)C1CC(C1)(C)O)C2)C